C(C)(C)OC=1C=C(C=CC1OC)C1=CN=CC(=N1)C(=O)O 6-(3-isopropoxy-4-methoxyphenyl)pyrazine-2-carboxylic acid